O=C1NC(CCC1N1C(C2=CC(=C(C(=C2C1)F)CNC(=O)C=1C=C2C=CC=CN2C1)F)=O)=O N-[[2-(2,6-dioxo-3-piperidyl)-4,6-difluoro-1-oxo-isoindolin-5-yl]methyl]indolizine-2-carboxamide